2-Phenyl-4-(4-fluorophenyl)imidazole C1(=CC=CC=C1)C=1NC=C(N1)C1=CC=C(C=C1)F